C(C)(C)(C)C=1C=C(C=C(C1)C(C)(C)C)C1=CC=C(C=C1)C1=NC(=CC(=N1)C1=CC=C(C=C1)C1=CC(=CC(=C1)C(C)(C)C)C(C)(C)C)C1=CC=C(C=C1)C=1C=NC=NC1 2,4-bis(3',5'-di-tert-butylbiphenyl-4-yl)-6-[4-(pyrimidin-5-yl)phenyl]pyrimidine